(rac)-6-(3-(1,1-difluoroethyl)phenyl)-6-hydroxy-2-azaspiro[3.4]Octane FC(C)(F)C=1C=C(C=CC1)[C@@]1(CC2(CNC2)CC1)O |r|